OC(C)(C)C1=CC(=CC=C1)C(C)(C)O 1,3-di(2-hydroxy-2-propyl)benzene